C1(CCC1)C=1C(=NN(C1NC(CC(C)(C)C1CC1)=O)C)CC1CC(C1)(F)F N-(4-cyclobutyl-3-((3,3-difluoro-cyclobutyl)methyl)-1-methyl-1H-pyrazol-5-yl)-3-cyclopropyl-3-methylbutanamide